C1=NC=CC=2NC=3C=C(C=CC3C21)C=2C=CC(=NC2)OC2CC(C2)OC=2C=CC(=NC2)CCCCCOC=2C=C1C(N(C(C1=CC2)=O)C2C(NC(CC2)=O)=O)=O 5-((5-(5-((1r,3r)-3-((5-(5H-pyrido[4,3-b]indol-7-yl)pyridin-2-yl)oxy)cyclobutoxy)pyridin-2-yl)pentyl)oxy)-2-(2,6-dioxopiperidin-3-yl)isoindoline-1,3-dione